C(C)OCOCCCC(CC(C)O)C 6-hydroxy-4-methylheptyl ethoxymethyl ether